CN1CCN(CCC1)C(=O)O[C@H]1CC[C@@]2([C@H]3C[C@H]([C@@]4([C@H](CC[C@@]4([C@@H]3CC[C@@H]2C1)O)C=1COC(C1)=O)C)O)C (3S,5R,8R,9S,10S,12R,13S,14S,17R)-12,14-dihydroxy-10,13-dimethyl-17-(5-oxo-2,5-dihydrofuran-3-yl)hexadecahydro-1H-cyclopenta[a]phenanthren-3-yl 4-methyl-1,4-diazepane-1-carboxylate